CN1N=C(C(=C1)C(=O)O)C1=CC(=CC=C1)[N+](=O)[O-] 1-methyl-3-(3-nitrophenyl)-1H-pyrazole-4-carboxylic acid